1-{[(4r,7r)-7-fluoro-6-oxo-5-azaspiro[2.4]hept-4-yl]methoxy}-7-(prop-2-yloxy)isoquinoline-6-carboxamide F[C@H]1C(N[C@H](C12CC2)COC2=NC=CC1=CC(=C(C=C21)OC(C)C)C(=O)N)=O